CN(C(=O)[C@@H]1C[C@@H]2N[C@@H]2CC1)C (1S,3S,6R)-N,N-dimethyl-7-azabicyclo[4.1.0]heptane-3-carboxamide